bis(4-cyclohexylthiobenzyl)zirconium C1(CCCCC1)SC1=CC=C(C[Zr]CC2=CC=C(C=C2)SC2CCCCC2)C=C1